C1(CCC1)CN(C(OC(C)(C)C)=O)[C@H]1CN(CCC1)C=1C=NC(=CC1)C1(COC1)N1N=NC(=C1)C=1C=NC=C(C1)C1CC1 tert-butyl (R)-(cyclobutylmethyl)(1-(6-(3-(4-(5-cyclopropylpyridin-3-yl)-1H-1,2,3-triazol-1-yl)oxetan-3-yl)pyridin-3-yl)piperidin-3-yl)carbamate